BrC1=C(C=CC=C1C=1N=C(C(=NC1)CN1CC2(C1)CNC(C2)=O)OC)C2=C(C(=CC=C2)C=2N=C(C(=NC2)CN2CC1(C2)CNC(C1)=O)OC)F 2,2'-(((2-bromo-2'-fluoro-[1,1'-biphenyl]-3,3'-diyl)bis(3-methoxypyrazine-5,2-diyl))bis(methylene))bis(2,6-diazaspiro[3.4]octan-7-one)